1H-imidazolidone [N-]1C(NC=C1)=O